C(C)OC(C[C@@H](C=1C=C(C=CC1)C1=C(C=CC=C1)OC(F)(F)F)NC(=O)NC=1C(N(C=CC1O)C)=O)=O (S)-3-(3-(4-hydroxy-1-methyl-2-oxo-1,2-dihydropyridin-3-yl)ureido)-3-(2'-(trifluoromethoxy)biphenyl-3-yl)propanoic acid ethyl ester